sodium zinc calcium zinc sulfate S(=O)(=O)([O-])[O-].[Zn+2].[Ca+2].[Zn+2].[Na+]